C(CC(C)C)[Al](CCC(C)C)Cl diisopentyl-aluminum chloride